(S)-1-Benzyl-N-(2-((3-methoxyazetidin-1-yl)methyl)-4-methyl-5-oxo-5,6,7,8-tetrahydro-4H-pyrazolo[1,5-a][1,3]diazepin-6-yl)-1H-1,2,4-triazol-3-carboxamid C(C1=CC=CC=C1)N1N=C(N=C1)C(=O)N[C@@H]1C(N(C=2N(CC1)N=C(C2)CN2CC(C2)OC)C)=O